tri(2-ethylhexyl)aluminum C(C)C(C[Al](CC(CCCC)CC)CC(CCCC)CC)CCCC